BrCCCCCCCCC(=O)OCC(CCCCCCCCCCC)CCCCCCCCCCC 2-undecyltridecyl 9-bromononanoate